tert-butyl (R)-2-((S)-6,7-dichloro-8-methoxy-1-methyl-2,3-dihydro-1H-pyrrolo[3,4-c]quinoline-2-carbonyl)-4,4-difluoropyrrolidine-1-carboxylate ClC1=C(C(=CC=2C3=C(C=NC12)CN([C@H]3C)C(=O)[C@@H]3N(CC(C3)(F)F)C(=O)OC(C)(C)C)OC)Cl